C(C1CO1)OCCCC[Si](OC)(OC)OC (4-glycidoxybutyl)trimethoxysilane